COC(C1=CC(=C(C=C1)N1C[C@H](CC1)OC1=NC=CC=C1Cl)C=O)=O (S)-4-(3-(3-chloropyridin-2-yloxy)pyrrolidin-1-yl)-3-formylbenzoic acid methyl ester